tert-butyl-(5-iodopentyloxy)-dimethyl-silane C(C)(C)(C)[Si](C)(C)OCCCCCI